Sodium N-[4-(4-methylphenyl)-1,3-thiazol-2-yl]sulfamate CC1=CC=C(C=C1)C=1N=C(SC1)NS([O-])(=O)=O.[Na+]